3-(3,5-difluorophenoxy)-1,3-dimethylazetidine FC=1C=C(OC2(CN(C2)C)C)C=C(C1)F